4-INDENONE C1=CC=C2C(C=CC=C12)=O